N[C@@H](C(=O)O)C(CN1N=NC=C1)=S=O (2S,3S)-2-amino-3-sulfinyl-4-(1H-1,2,3-triazol-1-yl)butanoic acid